FC1=C(N)C=CC(=C1C1CC=2N(CC1)C(=NC2)C=2N(C=CN2)COCC[Si](C)(C)C)F 2,4-difluoro-3-[3-(1-[[2-(trimethylsilyl)ethoxy]methyl]imidazol-2-yl)-5H,6H,7H,8H-imidazo[1,5-a]pyridin-7-yl]aniline